C(C1=CC=C(C(=O)OCCO)C=C1)(=O)OCC(CCCC)CC 2-Ethylhexyl (2-hydroxyethyl) terephthalate